methyl (2R)-oxirane-2-carboxylate O1[C@H](C1)C(=O)OC